(S)-3-(2-(difluoromethoxy)phenyl)-6-(2-(2-hydroxypropan-2-yl)pyrimidin-5-yl)-2,3-dihydropyrazolo[1,2-a]indazol-9(1H)-one FC(OC1=C(C=CC=C1)[C@@H]1CCN2N1C=1C=C(C=CC1C2=O)C=2C=NC(=NC2)C(C)(C)O)F